7-fluoro-3-methyl-3H-benzoimidazole-5-carboxylic acid (2-hydroxy-ethoxy)-amide OCCONC(=O)C1=CC2=C(N=CN2C)C(=C1)F